stearyl β-(3,5-di-tert-butyl-4-hydroxyphenyl)propionate C(C)(C)(C)C=1C=C(C=C(C1O)C(C)(C)C)CCC(=O)OCCCCCCCCCCCCCCCCCC